isopropyl ((S)-((R)-1-((2S,3S,5R)-3-((tert-butyldimethylsilyl)oxy)-5-(5-fluoro-2,4-dioxo-3,4-dihydropyrimidin-1(2H)-yl)tetrahydrofuran-2-yl)ethoxy)(phenoxy)phosphoryl)-L-alaninate [Si](C)(C)(C(C)(C)C)O[C@@H]1[C@H](O[C@H](C1)N1C(NC(C(=C1)F)=O)=O)[C@@H](C)O[P@](=O)(OC1=CC=CC=C1)N[C@@H](C)C(=O)OC(C)C